CC=1N(C(=NN1)C1=CC=CC(=N1)N1CC=2C(=NC(=CC2C1=O)N1[C@@H](CCC1)C)CNC)C1=C(C=CC=C1)C 2-(6-(5-methyl-4-(o-tolyl)-4H-1,2,4-triazol-3-yl)pyridin-2-yl)-4-((methylamino)methyl)-6-((R)-2-methylpyrrolidin-1-yl)-2,3-dihydro-1H-pyrrolo[3,4-c]pyridin-1-one